FC1=CC=C(C=C1)N(C(OC1=C(C=C(C=C1C(F)(F)F)C(F)(F)F)C=1C=NNC1)=O)C([2H])([2H])[2H] 2-(1H-pyrazol-4-yl)-4,6-bis(trifluoromethyl)phenyl 4-fluorophenyl(methyl-d3)carbamate